N-(5-((5-chloro-4-((1-(methylsulfonyl)indolin-7-yl)amino)pyrimidin-2-yl)amino)-4-methoxy-2-(4-(4-methylpiperazin-1-yl)piperidin-1-yl)phenyl)acrylamide ClC=1C(=NC(=NC1)NC=1C(=CC(=C(C1)NC(C=C)=O)N1CCC(CC1)N1CCN(CC1)C)OC)NC=1C=CC=C2CCN(C12)S(=O)(=O)C